C(C=C)(=O)N1CC2(C1)CN(CCC2)CCN2C1=C(N(C([C@H](CC2)NC2=C(C#N)C(=CC(=N2)C)C(F)(F)F)=O)C)C=CC=C1F (S)-2-((6-(2-(2-Acryloyl-2,6-diazaspiro[3.5]nonan-6-yl)ethyl)-7-fluoro-1-methyl-2-oxo-1,2,3,4,5,6-hexahydrobenzo[b][1,4]diazocin-3-yl)amino)-6-methyl-4-(trifluoromethyl)nicotinonitril